NNC(=[Se])N aminoselenourea